C1CC12C1(CC1)C2CCOC2=NN(C=C2)C=2N=C1N3C(CC(CCCN4C=CC(S(NC(C1=CC2)=O)(=O)=O)=N4)C3)(C)C 4-[3-(2-[Dispiro[2.0.2.1]heptan-7-yl]ethoxy)-1H-pyrazol-1-yl]-20,20-dimethyl-10λ6-thia-1,3,9,14,22-pentaazatetracyclo[16.2.1.111,14.02,7]docosa-2,4,6,11(22),12-pentaene-8,10,10-trione